ClC1=NC2=C(C=C(C=C2C(=N1)Cl)F)F 2,4-dichloro-6,8-difluoroquinazoline